N-tert-butyl-1-(1,2-dimethyl-9,9-ditetradecyl-3,9-dihydro-cyclopenta[b]fluoren-3-yl)-1,1-dimethylsilanamine C(C)(C)(C)N[Si](C)(C)C1C(=C(C2=CC=3C(C4=CC=CC=C4C3C=C21)(CCCCCCCCCCCCCC)CCCCCCCCCCCCCC)C)C